(1S,5R)-7-[[6-(7-pyrazol-1-yl-1H-indazol-4-yl)-1,2,4-triazin-3-yl]oxy]-3-oxa-9-azabicyclo[3.3.1]nonane N1(N=CC=C1)C=1C=CC(=C2C=NNC12)C1=CN=C(N=N1)OC1C[C@@H]2COC[C@H](C1)N2